CC1=CC=C(C=C1)S(=O)(=O)OCCOCCOCCOCCOCCOCCOCCO 2-[2-[2-[2-[2-[2-(2-hydroxyethoxy)ethoxy]ethoxy]ethoxy] ethoxy]ethoxy]ethyl 4-methylbenzenesulfonate